C(N)(OC(C(=O)NC1=NC(=C(C=C1)N=NC1=C(C=CC=C1)OCC=1OC(OC1C)=O)N)C(C)(C)C)=O tert-butyl-(2-((6-amino-5-((2-((5-methyl-2-oxo-1,3-dioxol-4-yl) methoxy) phenyl) diazenyl) pyridin-2-yl) amino)-2-oxoethyl) carbamate